FC1=C(C(=CC=C1)C)[C@H]1C[C@@H](CC1)C1=CC=2C(=NC(=CN2)C)NC1=O 7-((1R,3R)-3-(2-fluoro-6-methylphenyl)cyclopentyl)-3-methylpyrido[2,3-b]pyrazin-6(5H)-one